(R)-6-chloro-3-((1-(2-cyano-3-((cyclopropylmethyl)(methyl)amino)-7-methylquinoxalin-5-yl)ethyl)amino)picolinic acid ClC1=CC=C(C(=N1)C(=O)O)N[C@H](C)C1=C2N=C(C(=NC2=CC(=C1)C)C#N)N(C)CC1CC1